n-Tetrahexacontane CCCCCCCCCCCCCCCCCCCCCCCCCCCCCCCCCCCCCCCCCCCCCCCCCCCCCCCCCCCCCCCC